6-[trans-3-fluoro-4-piperidyl]-7-methyl-[1,2,4]triazolo[1,5-a]pyridine hydrochloride Cl.F[C@@H]1CNCC[C@H]1C=1C(=CC=2N(C1)N=CN2)C